(R)-6-bromo-N7-ethyl-N4-(1-(2-fluoro-3-((trifluoromethyl)sulfonyl)phenyl)ethyl)-2-Methylquinazoline-4,7-diamine BrC=1C=C2C(=NC(=NC2=CC1NCC)C)N[C@H](C)C1=C(C(=CC=C1)S(=O)(=O)C(F)(F)F)F